BrC1=C(C=CC2=C1C=C(O2)NC(OC(C)(C)C)=O)F tert-Butyl N-(4-bromo-5-fluoro-benzofuran-2-yl)carbamate